N-((1r,4r)-4-(3-aminopropanamido)cyclohexyl)-7-chloro-1H-indole NCCC(=O)NC1CCC(CC1)N1C=CC2=CC=CC(=C12)Cl